cyclopropyl-(6-fluoro-quinolin-3-yl)-methanone C1(CC1)C(=O)C=1C=NC2=CC=C(C=C2C1)F